CN(C)CC1(CC1)COC=1N=C(C2=C(N1)CN(C2)C(=O)C2=CC(=CC1=CC=CC(=C21)I)O)OCC2=C(C=CC=C2)[N+](=O)[O-] (2-((1-((dimethylamino)methyl)cyclopropyl)methoxy)-4-((2-nitrobenzyl)oxy)-5,7-dihydro-6H-pyrrolo[3,4-d]pyrimidin-6-yl)(3-hydroxy-8-iodonaphthalen-1-yl)methanone